methylenebismelissic acid amide C(CCCCCCCCCCCCCCCCCCCCCCCCCCCCCC(=O)N)CCCCCCCCCCCCCCCCCCCCCCCCCCCCCC(=O)N